C(CCCCCCC\C=C/CCCCCCCC)(=O)OCC(COC(CCCCCCC\C=C/CCCCCCCC)=O)CN=[N+]=[N-] 2-(azidomethyl)propane-1,3-diyl dioleate